I.C1(=CC=CC=C1)N(C1=CC=C(CCN)C=C1)C1=CC=CC=C1 4-diphenylaminophenethyl-amine hydroiodide